FC1=CC(=CC2=CN(N=C12)C)NC(=O)C1=CC=C(C2=C1N=C(S2)OC)N2C[C@@H](N(CC2)C(=O)OC(C)(C)C)CO tert-butyl (2R)-4-[4-[(7-fluoro-2-methyl-indazol-5-yl)carbamoyl]-2-methoxy-1,3-benzothiazol-7-yl]-2-(hydroxymethyl)piperazine-1-carboxylate